4-(1,1,3,3-tetramethylbutyl)benzenesulfonic acid CC(CC(C)(C)C)(C)C1=CC=C(C=C1)S(=O)(=O)O